2-(4-aminophenyl)-1,3-benzoxazol-6-amine NC1=CC=C(C=C1)C=1OC2=C(N1)C=CC(=C2)N